ClC1=C(C(=CC=C1)Cl)CC(=O)O 2,6-Dichlorophenylacetic acid